CN[C@@H]1C[C@]23C=4C=C(C=CC4C[C@H]([C@@]2(CC1)O)NCC3)O 6α-methylamino-3,14β-dihydroxymorphinan